5-{[5-(3-tert-butyl-1,2,4-oxadiazol-5-yl)-4-{[(1S)-2-hydroxy-1-phenylethyl]amino}pyrimidin-2-yl]amino}-3,3-dimethyl-1,3-dihydro-2-benzofuran-1-one C(C)(C)(C)C1=NOC(=N1)C=1C(=NC(=NC1)NC1=CC2=C(C(OC2(C)C)=O)C=C1)N[C@H](CO)C1=CC=CC=C1